C(C)(=O)[O-].OCC[NH+](C)C (2-hydroxyethyl)-dimethylammonium acetate